methyl-dimethoxy(1-phenylethenyloxy)silane C[Si](OC(=C)C1=CC=CC=C1)(OC)OC